S(N)(OC[C@@H]1[C@H](C[C@@H](C1)NC1=NC=NC=C1C(=O)C=1SC(=C(C1)CC1=CC(=CC=C1)Cl)[C@@H]1OCCC1)O)(=O)=O [(1R,2S,4R)-4-{[5-({4-(3-chlorobenzyl)-5-[(2R)-tetrahydrofuran-2-yl]-2-thienyl} carbonyl)pyrimidin-4-yl] amino}-2-hydroxycyclopentyl]methyl sulfamate